BrC1=NN(C=N1)C1CC2(CNC2)C1 6-(3-bromo-1,2,4-triazol-1-yl)-2-azaspiro[3.3]heptane